CC1(OB(OC1(C)C)C1=CC=C(CCN2CC3C(C3C2)CNC(OC(C)(C)C)=O)C=C1)C t-butyl ((exo-3-(4-(4,4,5,5-tetramethyl-1,3,2-dioxaborolan-2-yl)phenethyl)-3-azabicyclo[3.1.0]hexan-6-yl)methyl)carbamate